[2H][C@@]1([C@H](O)[C@H](O)[C@@H](C(O)I)O1)N1C(=O)NC(=O)C=C1 deutero-5'-iodo-uridine